(S)-(2'-chloro-4-(3-(5-(trifluoromethyl)pyridin-2-yloxy)pyrrolidin-1-yl)biphenyl-3-yl)methanamine ClC1=C(C=CC=C1)C1=CC(=C(C=C1)N1C[C@H](CC1)OC1=NC=C(C=C1)C(F)(F)F)CN